4-chloro-6-(2-furyl)-2-methylsulfanyl-pyrimidine-5-carboxylic acid ethyl ester C(C)OC(=O)C=1C(=NC(=NC1C=1OC=CC1)SC)Cl